BrC1=C(C=C2C(=NC=NC2=C1)Cl)O[C@@H](C)C1=NC=CC=N1 (S)-7-bromo-4-chloro-6-(1-(pyrimidin-2-yl)ethoxy)quinazoline